CN(CCC[Si](OC)(OC)C)C N,N-dimethyl-gamma-aminopropyl-methyl-dimethoxysilane